CC=1N(C(=NN1)C1=CC2=C(N(C=N2)CC2OCC2)C=C1)COCC[Si](C)(C)C 5-(5-methyl-4-((2-(trimethylsilyl)ethoxy)methyl)-4H-1,2,4-triazol-3-yl)-1-(oxetan-2-ylmethyl)-1H-benzo[d]imidazole